N(C1=CC=CC=C1)C1=NC=C(C(=N1)NCC1=C(C=CC=C1C)NS(=O)(=O)C)C(F)(F)F N-[2-({[2-anilino-5-(trifluoromethyl)pyrimidin-4-yl]amino}methyl)-3-methylphenyl]methane-sulfonamide